3-(7-chloro-1-oxo-4-(trifluoromethoxy)isoindolin-2-yl)piperidine-2,6-dione ClC=1C=CC(=C2CN(C(C12)=O)C1C(NC(CC1)=O)=O)OC(F)(F)F